OCCS(=O)(=O)NC1=CC(=C(C(=O)NC2=NC(=CC(=C2)C)OCC(C(F)(F)F)O)C=C1)N1CCC2(CC2)CC1 4-((2-Hydroxyethyl)sulfonamido)-N-(4-methyl-6-(3,3,3-trifluoro-2-hydroxypropoxy)pyridin-2-yl)-2-(6-azaspiro[2.5]octan-6-yl)benzamide